O1[C@@H](COCC1)CNC(=O)C1=C(C2=C(C[C@H](C3=CN(N=C23)CC2CCN(CC2)C(C(CC)=O)=O)C)O1)C(F)(F)F (4R)-N-{[(2R)-1,4-Dioxan-2-yl]methyl}-4-methyl-2-{[1-(2-oxobutanoyl)piperidin-4-yl]methyl}-8-(trifluoromethyl)-4,5-dihydro-2H-furo[2,3-g]indazol-7-carboxamid